CNC(C(=O)O)CC1=CC(=C(C=C1)C(F)(F)F)F 2-(Methylamino)-3-(3-fluoro-4-(trifluoromethyl)phenyl)propanoic acid